1-(4-chlorobenzyl)-5,6-diphenyl-pyrazinone ClC1=CC=C(CN2C(C=NC(=C2C2=CC=CC=C2)C2=CC=CC=C2)=O)C=C1